4-(4-amino-3-((1-methyl-1H-benzo[d]imidazol-5-yl)ethynyl)-1H-pyrazolo[4,3-c]pyridin-1-yl)-2-(methoxymethyl)pyrrolidine-1-carboxylic acid tert-butyl ester C(C)(C)(C)OC(=O)N1C(CC(C1)N1N=C(C=2C(=NC=CC21)N)C#CC2=CC1=C(N(C=N1)C)C=C2)COC